The molecule is the (1R)-1-carboxyethyl derivative of L-arginine. It is a metabolite released by plant tumours. It has a role as a xenobiotic metabolite and an animal metabolite. It is an amino acid opine, a D-arginine derivative, a member of guanidines, a secondary amino compound and an amino dicarboxylic acid. It is a conjugate acid of a D-octopine(1-). It is a tautomer of a D-octopine dizwitterion. C[C@H](C(=O)O)N[C@@H](CCCN=C(N)N)C(=O)O